benzyl (5S)-5-(((benzyloxy)carbonyl)amino)-3-methyl-3a,4,5,6,8,8a-hexahydro-7H-isoxazolo[5,4-c]azepine-7-carboxylate C(C1=CC=CC=C1)OC(=O)N[C@H]1CC2C(CN(C1)C(=O)OCC1=CC=CC=C1)ON=C2C